ε-(benzyloxycarbonyl)-L-lysine C(C1=CC=CC=C1)OC(=O)C(CCC[C@H](N)C(=O)O)N